5-ethyl-6-fluoro-4-(8-fluoro-2-(((2R,7aS)-2-fluorotetrahydro-1H-pyrrolizin-7a(5H)-yl)methoxy)-4-((S)-4-(1-methyl-1H-pyrazol-5-yl)azepan-1-yl)pyrido[4,3-d]pyrimidin-7-yl)naphthalen-2-ol C(C)C1=C2C(=CC(=CC2=CC=C1F)O)C1=C(C=2N=C(N=C(C2C=N1)N1CC[C@H](CCC1)C1=CC=NN1C)OC[C@]12CCCN2C[C@@H](C1)F)F